(5S,8S,10aR)-5-amino-N-(8-(2-(2,6-dioxopiperidin-3-yl)-1-oxoisoindolin-4-yl)oct-7-yn-1-yl)-3-(5-methyl-1H-indazole-3-carbonyl)-6-oxodecahydropyrrolo[1,2-a][1,5]diazocine-8-carboxamide N[C@H]1CN(CC[C@@H]2N(C1=O)[C@@H](CC2)C(=O)NCCCCCCC#CC2=C1CN(C(C1=CC=C2)=O)C2C(NC(CC2)=O)=O)C(=O)C2=NNC1=CC=C(C=C21)C